N-((1S,2R)-2-(6-fluoro-2,3-dimethylphenyl)-1-(5-oxo-4,5-dihydro-1,3,4-oxadiazol-2-yl)propyl)-2,4-dimethyl-piperidine-1-sulfonamide FC1=CC=C(C(=C1[C@H]([C@@H](C=1OC(NN1)=O)NS(=O)(=O)N1C(CC(CC1)C)C)C)C)C